COC1=NCCCC1C(=O)OCC ethyl 2-methoxy-3,4,5,6-tetrahydropyridine-3-carboxylate